COC(CN1C(N(C=2C1=CC1=C(N(C(O1)=O)C)C2)CC2=CC(=CC=C2)OCCC)=O)=O 2-(3-methyl-2,6-dioxo-5-(3-propoxybenzyl)-2,3,5,6-tetrahydro-7H-imidazo[4',5':4,5]benzo[1,2-d]oxazol-7-yl)acetic acid methyl ester